butyl ((2-chloropyridin-4-yl)methyl)carbamate ClC1=NC=CC(=C1)CNC(OCCCC)=O